N-[(1s,4s)-4-{[2-(trifluoromethyl)imidazo[1,2-a]pyridin-5-yl]amino}cyclohexyl]-4H,5H,6H,7H-pyrazolo[1,5-a]pyridine-2-carboxamide FC(C=1N=C2N(C(=CC=C2)NC2CCC(CC2)NC(=O)C2=NN3C(CCCC3)=C2)C1)(F)F